N-{5-[3-(4,4-difluorocyclohexyl)-1,2,4-oxadiazol-5-yl]-4,5,6,7-tetrahydro[1,3]thiazolo[5,4-c]pyridin-2-yl}-N'-(2-hydroxy-2-methylpropyl)urea FC1(CCC(CC1)C1=NOC(=N1)N1CC2=C(CC1)N=C(S2)NC(=O)NCC(C)(C)O)F